C(C)(C)(C)OC(=O)N1CC=2C=NC(=CC2C1)CO 6-(hydroxymethyl)-1,3-dihydro-2H-pyrrolo[3,4-c]Pyridine-2-carboxylic acid tert-butyl ester